[Al].[Sc].N[C@@H](CCSC)C(=O)N[C@@H](CCCNC(N)=N)C(=O)O methionyl-arginine scandium-aluminum